CC(C)(C)S(=O)/N=C(\C)/C1=NC=CN=C1C=1OCC(NN1)=O (NE)-2-methyl-N-[1-[3-(5-oxo-4H-1,3,4-oxadiazin-2-yl)pyrazin-2-yl]ethylidene]propane-2-sulfinamide